succinimidyl Azelate C(CCCCCCCC(=O)[O-])(=O)ON1C(CCC1=O)=O